ClC1=C(C=CC=C1C1=C(C(=NC=C1)C1=CC=C2C(=CN(C2=C1)C)CNC)Cl)C1=CC=C(C(=N1)OC)CNC[C@@H]1CCC(N1)=O (S)-5-((((6-(2-chloro-3-(3-chloro-2-(1-methyl-3-((methylamino)methyl)-1H-indol-6-yl)pyridin-4-yl)phenyl)-2-methoxypyridin-3-yl)methyl)amino)methyl)pyrrolidin-2-one